methyl 1H-imidazole-4-carboxylate N1C=NC(=C1)C(=O)OC